CS(=O)(=O)C=1C=C2C(=CN=CC2=CC1)N1C(NC(C2=CC(=CC=C12)C(F)(F)F)=O)=O (6-(methylsulfonyl)isoquinolin-4-yl)-6-(trifluoromethyl)quinazoline-2,4(1H,3H)-dione